5-(3-fluoro-4-cyclopropyl-phenyl)indan-1-one FC=1C=C(C=CC1C1CC1)C=1C=C2CCC(C2=CC1)=O